Isopropyl hexadecanoate C(CCCCCCCCCCCCCCC)(=O)OC(C)C